2-methoxy-4-(1-methyl-1,2,4-triazol-3-yl)aniline COC1=C(N)C=CC(=C1)C1=NN(C=N1)C